Hydroxy-dodecanoic acid 2,3,4,5-tetrahydroxy-6-phosphonooxy-hexyl ester OC(COC(C(CCCCCCCCCC)O)=O)C(C(C(COP(=O)(O)O)O)O)O